C(#N)C1=CC=C(CNC(=O)C=2C(N(C3=C(N=CC=C3C2)OCC2(CC2)S(=O)(=O)C2CC2)C)=O)C=C1 N-(4-cyanobenzyl)-8-((1-(cyclopropylsulfonyl)cyclopropyl)methoxy)-1-methyl-2-oxo-1,2-dihydro-1,7-naphthyridine-3-carboxamide